NC=1C=C(C=C2C=C(N=NC12)NC(=O)[C@H]1[C@H](C1)F)C=1C=NC=CC1C1CC1 cis-N-(8-Amino-6-(4-cyclopropylpyridin-3-yl)cinnolin-3-yl)-2-fluorocyclopropanecarboxamide